1-(7-chloro-5-(2-ethoxypyridin-3-yl)-1-isopropyl-1H-pyrazolo[4,3-b]pyridin-3-yl)ethane-1,2-diol ClC1=C2C(=NC(=C1)C=1C(=NC=CC1)OCC)C(=NN2C(C)C)C(CO)O